1-(5-chloro-2-methyl-phenyl)cyclopropanecarbonitrile ClC=1C=CC(=C(C1)C1(CC1)C#N)C